Racemic-1-(2,4-difluorophenyl)-3-(isoquinolin-4-yl)-2-oxoimidazoline-4-carbonitrile FC1=C(C=CC(=C1)F)N1C(N([C@H](C1)C#N)C1=CN=CC2=CC=CC=C12)=O |r|